(2R,3S)-1-tert-Butoxycarbonyl-3-[2-(3-fluoroazetidin-1-yl)ethyl-methyl-carbamoyl]piperidine-2-carboxylic acid C(C)(C)(C)OC(=O)N1[C@H]([C@H](CCC1)C(N(C)CCN1CC(C1)F)=O)C(=O)O